4-Bromo-1,3-benzothiazol-2-amine BrC1=CC=CC2=C1N=C(S2)N